C(OC[C@]1(NC2=C(NC1=O)C=NC1=C2C=CN1S(=O)(=O)C1=CC=CC=C1)C([2H])([2H])[2H])([2H])([2H])[2H] (R)-2-((methoxy-d3)methyl)-2-(methyl-d3)-7-(benzenesulfonyl)-1,2,4,7-tetrahydro-3H-pyrrolo[3',2':5,6]pyrido[3,4-b]pyrazin-3-one